FC1=C(C(=CC=C1)F)NC(C1=C(C=C(C(=C1)F)N1N=C2N(CCCC2O)C1=O)O[C@H](C(F)(F)F)C)=O N-(2,6-difluorophenyl)-5-fluoro-4-(8-hydroxy-3-oxo-5,6,7,8-tetrahydro[1,2,4]triazolo[4,3-a]pyridin-2(3H)-yl)-2-{[(2S)-1,1,1-trifluoropropan-2-yl]oxy}benzamide